C12(CC(C1)C2)C2=CC=C(C=C2)N2N=C1CCN(C[C@@H]3C1=C2CCN3C(=O)OC(C)(C)C)C(=O)OCC3=CC=CC=C3 |o1:18| 7-benzyl 5-(tert-butyl) (S or R)-2-(4-(bicyclo[1.1.1]pentan-1-yl)phenyl)-3,4,5a,6,8,9-hexahydro-2H-1,2,5,7-tetraazabenzo[cd]azulene-5,7-dicarboxylate